C(C)O[Si](C(F)(F)F)(OCC)OCC triethoxy(trifluoromethyl)silane